2-((2-((2,4-dimethoxybenzyl)(2,2,2-trifluoroethyl)amino)-1-(4-fluorophenyl)ethyl)amino)pyrimidine-5-carbonitrile COC1=C(CN(CC(C2=CC=C(C=C2)F)NC2=NC=C(C=N2)C#N)CC(F)(F)F)C=CC(=C1)OC